tert-Butyl 4-amino-4-methylpiperidine-1-carboxylate NC1(CCN(CC1)C(=O)OC(C)(C)C)C